ClC1=CC(=C(C=N1)OS(=O)(=O)C(F)(F)F)[Si](CC)(CC)CC Trifluoromethanesulfonic acid (6-chloro-4-triethylsilyl-3-pyridyl) ester